ClC1=C(C=CC=C1)COCC1=C(C=CC=C1)B(O)O (2-([(2-CHLOROPHENYL)METHOXY]METHYL)PHENYL)BORANEDIOL